C1(CC1)S(=O)(=O)N1C[C@@H]([C@H](CC1)C=1C=2N(C(=C(N1)C=1C=NNC1)OC(C)C)N=C(N2)N)C ((3R,4S)-1-(cyclopropylsulfonyl)-3-methylpiperidin-4-yl)-5-isopropoxy-6-(1H-pyrazol-4-yl)-[1,2,4]triazolo[1,5-a]pyrazin-2-amine